4-(4-((3-ethyl-2,4-dioxo-1,2,3,4-tetrahydroquinazolin-7-yl)methyl)piperazin-1-yl)-N-methylcyclohexane-1-carboxamide C(C)N1C(NC2=CC(=CC=C2C1=O)CN1CCN(CC1)C1CCC(CC1)C(=O)NC)=O